C(C1=CC=CC=C1)(=O)C1=C(C=CC=C1)N(S(=O)(=O)C=C)C N-(2-benzoylphenyl)-N-methylethenesulfonamide